C(=C)OC1=CC=C(C=C1)S(=O)(=O)[O-].[K+].C1=C(C=CC2=CC=CC=C12)C(=O)C1=CC=CC=C1 naphthalene-2-yl-(phenyl)methanone potassium 4-vinyloxybenzenesulfonate